O[C@@H]1[C@@](CC[C@]2([C@@H]3[C@]([C@H]1C)(CCC3=O)CC[C@H]2C)C)(C=C)C (3aR,4R,5R,7S,8S,9R,9aS,12R)-8-hydroxy-4,7,9,12-tetramethyl-3-oxo-7-vinyldecahydro-4,9a-propanocyclopenta[8]annulen